FCCN(S(=O)(=O)C1=CC=C2CCN(CC2=C1)C(C(C)C)=O)[C@@H](C(F)(F)F)C1=CC=C(C=C1)F (R)-N-(2-fluoroethyl)-2-isobutyryl-N-(2,2,2-trifluoro-1-(4-fluorophenyl)ethyl)-1,2,3,4-tetrahydroisoquinoline-7-sulfonamide